6-(2-chloro-4-(6-methylpyrazin-2-yl)phenyl)-N-methyl-8,9-dihydroimidazo[1',2':1,6]pyrido[2,3-d]pyrimidin-2-amine ClC1=C(C=CC(=C1)C1=NC(=CN=C1)C)C1=CC2=C(N=C(N=C2)NC)N2C1=NCC2